{4-[(2S)-2-[(2S)-2-{3-[2-(2-{[(tert-butoxy)carbonyl]amino}ethoxy)ethoxy]propanamido}-3-methylbutanamido]propanamido]phenyl}methyl (2S)-2-(hydroxymethyl)pyrrolidine-1-carboxylate OC[C@H]1N(CCC1)C(=O)OCC1=CC=C(C=C1)NC([C@H](C)NC([C@H](C(C)C)NC(CCOCCOCCNC(=O)OC(C)(C)C)=O)=O)=O